indanol C1CC2=CC=CC=C2C1O